9-benzyloxy-3'-bromo-5-(4-fluorophenyl)-4,4-dimethyl-spiro[3H-pyrano[4,3-b]indole-1,1'-cyclobutane] C(C1=CC=CC=C1)OC=1C=2C3=C(N(C2C=CC1)C1=CC=C(C=C1)F)C(COC31CC(C1)Br)(C)C